(S)-(4-(5-methylpyrazolo[1,5-a]pyridin-2-yl)-6,7-dihydro-1H-imidazo[4,5-c]pyridin-5(4H)-yl)(5-(pyridin-2-yl)-1,3,4-oxadiazol-2-yl)methanone CC1=CC=2N(C=C1)N=C(C2)[C@H]2N(CCC1=C2N=CN1)C(=O)C=1OC(=NN1)C1=NC=CC=C1